NC1=NC(=NC=C1)N1CC(C(C(C1)F)O)(C)F (4-aminopyrimidin-2-yl)-3,5-difluoro-3-methylpiperidin-4-ol